ClC=1C=C(C=CC1)C1(CCCC1)C(=O)O 1-(3-chlorophenyl)cyclopentane-1-carboxylic acid